C(C)(C)C1=C(C(=CC=C1)C)NC(=O)N=[S@@](=O)(N)C=1C=NN2C1OCC(C2)(C)C (S)-N'-((2-isopropyl-6-methylphenyl)carbamoyl)-6,6-dimethyl-6,7-dihydro-5H-pyrazolo[5,1-b][1,3]oxazine-3-sulfonimidamide